COC1=CN(C=2N=NC(=CC21)C2=C(C=C(C=C2C)C(F)(F)F)O)[C@H]2CNCCC2 2-{5-Methoxy-7-[(3R)-piperidin-3-yl]-7H-pyrrolo[2,3-c]pyridazin-3-yl}-3-methyl-5-(trifluoromethyl)phenol